Methyl (±)-4-(4-((5-methoxy-7-methyl-1-tolyl-1H-indol-4-yl)thio)piperidin-3-yl)benzoate COC=1C(=C2C=CN(C2=C(C1)C)C1=C(C=CC=C1)C)SC1C(CNCC1)C1=CC=C(C(=O)OC)C=C1